ClC=1C(=CC(=C(C(=O)NC=2C=NC=NC2)C1)OC1=CC=C(C=C1)OC(F)(F)F)C(F)(F)F 5-chloro-N-(pyrimidin-5-yl)-2-(4-(trifluoromethoxy)phenoxy)-4-(trifluoromethyl)benzamide